(1S,2R,5R)-2-methoxyethyl 3-((6-(4-fluorophenoxy)pyridin-3-yl)sulfonyl)-2-(hydroxycarbamoyl)-3,8-diazabicyclo[3.2.1]octane-8-carboxylate FC1=CC=C(OC2=CC=C(C=N2)S(=O)(=O)N2[C@H]([C@@H]3CC[C@H](C2)N3C(=O)OCCOC)C(NO)=O)C=C1